tert-butyl 2-[(tert-butyldimethylsilyl)oxy]-2,5-dihydropyrrole-1-carboxylate [Si](C)(C)(C(C)(C)C)OC1N(CC=C1)C(=O)OC(C)(C)C